N-Boc-L-glutamic acid-5-tert-butyl ester C(C)(C)(C)OC(CC[C@H](NC(=O)OC(C)(C)C)C(=O)O)=O